7-bromothiochromane 1,1-dioxide BrC1=CC=C2CCCS(C2=C1)(=O)=O